BrC=1C(=CC=2N(C1)C=C(N2)C21COC(C2)(C1)C)OC1CCCC1 6-bromo-7-(cyclopentyloxy)-2-(1-methyl-2-oxabicyclo[2.1.1]Hex-4-yl)imidazo[1,2-a]Pyridine